OC=1C=C(C=CC1O)CC1CCC(=O)O1 δ-(3,4-dihydroxy-phenyl)-γ-valerolactone